4-(N,N-dimethylamino)phenylboric acid CN(C)C1=CC=C(C=C1)OB(O)O